6-(4,4-Difluoropiperidin-1-yl)-5-fluoropyridine-3-carbohydrazide FC1(CCN(CC1)C1=C(C=C(C=N1)C(=O)NN)F)F